N=1C=CCCC(C1)=O azepin-6(5H)-one